C(C1=CC=C(C=C1)C=1C(=O)NC(C1)=O)C1=CC=C(C=C1)C=1C(=O)NC(C1)=O r-(methylenedi-4,1-phenylene)bismaleimide